C(C)(C)(C)OC(=O)N1C(C(=C[C@@H]1C(F)(F)F)C[C@@H](C(=O)OC(C)(C)C)N(C(=O)OC(C)(C)C)C(=O)OC(C)(C)C)=O (5R)-3-[(2S)-2-[bis(tert-butoxycarbonyl)amino]-3-(tert-butoxy)-3-oxopropyl]-2-oxo-5-(trifluoromethyl)-5H-pyrrole-1-carboxylic acid tert-butyl ester